ClC=1C(=NC2=CC(=C(N=C2C1Cl)C=1C=NC(=CC1)P(=O)(C)C)F)C 3,4-dichloro-6-[6-(dimethylphosphoryl)pyridin-3-yl]-7-fluoro-2-methyl-1,5-naphthyridine